C1(CCC1)C1=CC=C(C=C1)NC=1C2=C(N=C(N1)N1C[C@H](OCC1)C)C(N(C2)CCN(C)C)=O 4-[(4-cyclobutylphenyl)amino]-6-[2-(dimethylamino)ethyl]-2-[(2R)-2-methylmorpholin-4-yl]-5,6-dihydro-7H-pyrrolo[3,4-d]pyrimidin-7-one